N-[3-[2-(difluoromethoxy)-5-isopropylsulfanyl-phenyl]-1-[2-[4-(2-hydroxyethyl)piperazin-1-yl]-2-oxo-ethyl]pyrazol-4-yl]pyrazolo[1,5-a]pyrimidine-3-carboxamide FC(OC1=C(C=C(C=C1)SC(C)C)C1=NN(C=C1NC(=O)C=1C=NN2C1N=CC=C2)CC(=O)N2CCN(CC2)CCO)F